C1(=CC=CC=C1)C=CC(=O)Cl β-phenylacryloyl chloride